2-((1-Aminocyclohexyl)methoxy)-5-(pyridin-4-yl)benzonitrile NC1(CCCCC1)COC1=C(C#N)C=C(C=C1)C1=CC=NC=C1